C(CC1=CC=CC=C1)C1(C(=O)OCC1)CCC1=CC=CC=C1 α,α-diphenethyl-γ-butyrolactone